(4aS,6aR,6bR,8aR,12aR,12bR,14bS)-2,2,6a,6b,9,9,12a-heptamethyl-10,14-dioxo-1,3,4,5,6,6a,6b,7,8,8a,9,10,12a,12b,13,14,14a,14b-octadecahydropicene-4a(2H)-carboxylate CC1(C[C@H]2C3C(C[C@@H]4[C@]5(C=CC(C([C@@H]5CC[C@]4([C@@]3(CC[C@]2(CC1)C(=O)[O-])C)C)(C)C)=O)C)=O)C